N-cyclopropyl-2-(7-ethyl-4-oxopyrazolo[1,5-d][1,2,4]triazin-5(4H)-yl)acetamide C1(CC1)NC(CN1N=C(N2C(C1=O)=CC=N2)CC)=O